10-[2-(3,4-epoxycyclohexyl)ethyl]-9,10-dihydro-9-oxa-10-phosphaphenanthrene-10-oxide C1(CC2C(CC1)O2)CCP2(OC1=CC=CC=C1C=1C=CC=CC21)=O